C1=CC=C(C=2C34CC=C(C=C3C(=CC12)NCC4)O)O 9,4b-(epiminoethano)PHENANTHRENE-4,7-diol